1,2-bis(3-bromophenyl)acetylene BrC=1C=C(C=CC1)C#CC1=CC(=CC=C1)Br